C(C=C)C=1C(=C(C(=C(C1C(=O)O)C(=O)O)CC=C)C(=O)O)CC=C.C(C=1C(C(=O)OCC=C)=CC(C(=O)OCC=C)=CC1)(=O)OCC=C triallyl trimellitate (TRIALLYL TRIMELLITATE)